1-[3-[1-isopropyl-5-methyl-3-(trifluoromethyl)pyrazol-4-yl]pyrazolo[1,5-a]pyridin-5-yl]pyrazole-4-carboxylic acid C(C)(C)N1N=C(C(=C1C)C=1C=NN2C1C=C(C=C2)N2N=CC(=C2)C(=O)O)C(F)(F)F